6-(5-Carboxypentoxy)-1,1-dimethyl-3-oxo-2H-xanthen-4-sulfonat C(=O)(O)CCCCCOC=1C=C2OC3=C(C(CC(C3=CC2=CC1)(C)C)=O)S(=O)(=O)[O-]